8-cyclopentyl-2-(methylthio)-5-((triisopropylsilyl)ethynyl)pyrido[2,3-d]pyrimidin-7(8H)-one C1(CCCC1)N1C(C=C(C2=C1N=C(N=C2)SC)C#C[Si](C(C)C)(C(C)C)C(C)C)=O